(2S)-2-[[(1R)-2-hydroxy-1-phenyl-ethyl]amino]-2-(1-methylcyclopropyl)acetic acid OC[C@@H](C1=CC=CC=C1)N[C@H](C(=O)O)C1(CC1)C